C1(CC1)C(=O)N1CCN(CC1)C(=O)C1=NN2C(N=CC=C2C2=CC(=C(C=C2)OC)OC)=C1 (4-(cyclopropanecarbonyl)piperazin-1-yl)(7-(3,4-dimethoxyphenyl)pyrazolo[1,5-a]pyrimidin-2-yl)methanone